N1N=CC(=C1)C=1C2=C(C(=NC1)NCC=1C=C(C(=O)NCC3OCCCC3)C=CC1)CCO2 3-(((7-(1H-pyrazol-4-yl)-2,3-dihydrofuro[3,2-c]pyridin-4-yl)amino)methyl)-N-((tetrahydro-2H-pyran-2-yl)methyl)benzamide